N1-(2-(dimethylamino)ethyl)-5-methoxy-N1-methyl-2-nitro-N4-(4-(3,3,5-trimethyl-2,3-dihydro-1H-pyrrolo[3,2-b]pyridin-1-yl)pyridin-2-yl)benzene-1,4-diamine CN(CCN(C1=C(C=C(C(=C1)OC)NC1=NC=CC(=C1)N1CC(C2=NC(=CC=C21)C)(C)C)[N+](=O)[O-])C)C